C(C1=CC=CC=C1)N1CCC2(CC1)COC1=C2C=CC(=C1C(=O)O)C(=O)O 1'-benzyl-2H-spiro[benzofuran-3,4'-piperidine]-6,7-dicarboxylic Acid